methyl 2-((4-chloro-2-formylphenyl)amino)-5-fluoro-4-(trifluoromethyl)benzoate ClC1=CC(=C(C=C1)NC1=C(C(=O)OC)C=C(C(=C1)C(F)(F)F)F)C=O